CCCCCCCCCCCCCCCCCCOC[C@H](COP(=O)([O-])OCC[N+](C)(C)C)OC(=O)CC/C=C\C/C=C\C/C=C\C/C=C\C/C=C\C/C=C\CC 1-octadecyl-2-(4Z,7Z,10Z,13Z,16Z,19Z-docosahexaenoyl)-sn-glycero-3-phosphocholine